C(C)(C)(C)C1=C(C(=CC(=C1)C)C(C)(C)C)O (2,6-di-t-butyl)-4-methylphenol